methyl (S)-1-((S)-2-carbamoylpyrrolidin-1-yl)-3-methyl-1-oxobutan-2-ylcarbamate C(N)(=O)[C@H]1N(CCC1)C([C@H](C(C)C)NC(OC)=O)=O